Sodium 5-(3-ethynylphenylamino)pyrimido[4,5-c]quinoline-8-carboxylate C(#C)C=1C=C(C=CC1)NC1=NC=2C=C(C=CC2C2=C1N=CN=C2)C(=O)[O-].[Na+]